(E)-3-(3-chloro-4-methylphenyl)-2-(((tetrahydro-2H-pyran-2-yl)oxy)imino)propanoic acid ClC=1C=C(C=CC1C)C\C(\C(=O)O)=N/OC1OCCCC1